4-(1-benzyl-3,5-dimethyl-1H-pyrazol-4-yl)aniline hydrochloride Cl.C(C1=CC=CC=C1)N1N=C(C(=C1C)C1=CC=C(N)C=C1)C